NC=1N(C(=CC1)C)C1C(=C(C(=CC1(C)Br)Cl)O)C 2-amino-6-bromo-1-(4-chloro-3-hydroxy-2,6-dimethylphenyl)-5-methyl-1H-pyrrole